3-chloro-N-[2,6-difluoro-4-[2-(5-fluoro-3-pyridinyl)ethynyl]phenyl]-2-methoxy-benzenesulfonamide ClC=1C(=C(C=CC1)S(=O)(=O)NC1=C(C=C(C=C1F)C#CC=1C=NC=C(C1)F)F)OC